3-[4-[3-[4-[(3R,5R)-5-[(5-chloro-1-methyl-6-oxo-pyridazin-4-yl)amino]-1-methyl-3-piperidyl]benzoyl]-3,9-diazaspiro[5.5]undecan-9-yl]-2,6-dimethyl-phenyl]piperidine-2,6-dione ClC1=C(C=NN(C1=O)C)N[C@@H]1C[C@@H](CN(C1)C)C1=CC=C(C(=O)N2CCC3(CC2)CCN(CC3)C3=CC(=C(C(=C3)C)C3C(NC(CC3)=O)=O)C)C=C1